C(C)N1N=C(C2=C(C=CC=C12)CC1=CC=C(C=C1)C(F)(F)F)C(=O)NC12CC(C1)(C2)CC(=O)OC methyl 2-[3-[[1-ethyl-4-[[4-(trifluoromethyl)phenyl]methyl]indazole-3-carbonyl]amino]-1-bicyclo[1.1.1]pentanyl]acetate